NCN1CCN(CC1)CN 1,4-bis(aminomethyl)piperazine